2-phenyl-2-trifluoromethanesulfonyl-oxyacetophenone C1(=CC=CC=C1)C(C(=O)C1=CC=CC=C1)OS(=O)(=O)C(F)(F)F